C12CN(CC(O1)C2)C2=NNC1=C2C=NC(=C1)NC(OC)=O methyl (3-(6-oxa-3-azabicyclo[3.1.1]heptan-3-yl)-1H-pyrazolo[4,3-c]pyridin-6-yl)carbamate